Benzyl 4-[[1-[1-[1-[(4-methoxyphenyl)methyl]-2,6-dioxo-3-piperidyl]-3-methyl-2-oxo-benzimidazol-4-yl]azetidin-3-yl]methyl]piperazine-1-carboxylate COC1=CC=C(C=C1)CN1C(C(CCC1=O)N1C(N(C2=C1C=CC=C2N2CC(C2)CN2CCN(CC2)C(=O)OCC2=CC=CC=C2)C)=O)=O